5-benzyloxy-2-bromo-1-(4-fluorophenyl)indole-3-carbonitrile C(C1=CC=CC=C1)OC=1C=C2C(=C(N(C2=CC1)C1=CC=C(C=C1)F)Br)C#N